OCC1CCCCO1 6-(hydroxymethyl)oxane